FC(C=1C=C(C=CC1)NC1=NC(=NC(=N1)NC1=CC(=CC=C1)C(F)(F)F)N1CC(CCC1)N)(F)F N,N'-bis(3-(trifluoromethyl)phenyl)-6-(3-aminopiperidinyl)-[1,3,5]triazine-2,4-diamine